2-chloro-9-([4-[5-ethyl-3-(trifluoromethyl)pyrazol-1-yl]phenyl]methyl)-7H-purin-8-one ClC1=NC=C2NC(N(C2=N1)CC1=CC=C(C=C1)N1N=C(C=C1CC)C(F)(F)F)=O